(R)-N-(7-(1-(1-acryloylpiperidin-3-yl)-4-amino-1H-pyrazolo[3,4-d]pyrimidin-3-yl)benzo[d][1,3]dioxol-4-yl)-4-(dimethylamino)benzamide C(C=C)(=O)N1C[C@@H](CCC1)N1N=C(C=2C1=NC=NC2N)C2=CC=C(C1=C2OCO1)NC(C1=CC=C(C=C1)N(C)C)=O